2,4-bis(4-[2-ethyl-hexyl-oxy]-2-hydroxyphenyl)-6-(4-methoxyphenyl)-1,3,5-triazine C(C)C(COC1=CC(=C(C=C1)C1=NC(=NC(=N1)C1=C(C=C(C=C1)OCC(CCCC)CC)O)C1=CC=C(C=C1)OC)O)CCCC